CC1(C(N(C2=CC=CC(=C12)C1CCNCC1)C1C(NC(CC1)=O)=O)=O)C 3-(3,3-dimethyl-2-oxo-4-(piperidin-4-yl)indolin-1-yl)piperidine-2,6-dione